(S)-N-((S)-1-(5-(7-methoxy-2-methyl-quinolin-6-yl)oxazol-2-yl)-7-oxononyl)-6-methyl-6-azaspiro[2.5]octane-1-carboxamide (2R,3R)-2,3-dihydroxysuccinate O[C@@H](C(=O)O)[C@H](C(=O)O)O.COC1=C(C=C2C=CC(=NC2=C1)C)C1=CN=C(O1)[C@H](CCCCCC(CC)=O)NC(=O)[C@H]1CC12CCN(CC2)C